tert-butyl 6,7-dibromo-5,8-dihydro-2,3-dihydro-1H-pyrazolo[1,2-a]pyridazine-2-carboxylate BrC=1CN2N(CC1Br)CC(C2)C(=O)OC(C)(C)C